(S)-10-((6-fluoro-4-oxoquinazolin-3(4H)-yl)methyl)-7-azaspiro[4.5]Decane-7-carboxylic acid tert-butyl ester C(C)(C)(C)OC(=O)N1CC2(CCCC2)[C@H](CC1)CN1C=NC2=CC=C(C=C2C1=O)F